C(C)(C)(C)N1N=CC(=C(C1=O)Cl)SCC1=CC=C(C=C1)C(C)(C)C 2-tert-butyl-5-[(4-tert-butylphenyl)methylsulfanyl]-4-chloropyridazin-3-one